dihydrofuro[3,4-d]pyrimidin N1CN=CC=2C1=COC2